N-(5-fluoro-4'-((4-methyl-6-(methylsulfonyl)pyridin-2-yl)amino)-[2,3'-bipyridin]-6'-yl)acetamide FC=1C=CC(=NC1)C=1C=NC(=CC1NC1=NC(=CC(=C1)C)S(=O)(=O)C)NC(C)=O